BrC1=CC=C2C(=NC(=NC2=C1F)OC[C@]12CCCN2C[C@@H](C1)F)N1C[C@H]2CC[C@@H](C1)O2 (1R,5S)-3-(7-bromo-8-fluoro-2-(((2R,7aS)-2-fluorotetrahydro-1H-pyrrolizin-7a(5H)-yl)methoxy)quinazolin-4-yl)-8-oxa-3-azabicyclo[3.2.1]octane